NC1CC2(CC(C2)NC([O-])=O)C1 N-[6-aminospiro[3.3]heptan-2-yl]carbamate